3-[4-(3-[[(1r,3r)-3-(3-chloro-4-cyanophenoxy)-2,2,4,4-tetramethylcyclobutyl]carbamoyl]-1H-pyrazol-1-yl)cyclohexyl]propyl 4-methylbenzene-1-sulfonate CC1=CC=C(C=C1)S(=O)(=O)OCCCC1CCC(CC1)N1N=C(C=C1)C(NC1C(C(C1(C)C)OC1=CC(=C(C=C1)C#N)Cl)(C)C)=O